OCC1=C(C(=O)OC(C)(C)C)C=CC(=C1)[N+](=O)[O-] tert-butyl 2-(hydroxymethyl)-4-nitrobenzoate